N-(2,3-difluorophenyl)-1-methyl-2-oxopyrrolidine-3-carboxamide FC1=C(C=CC=C1F)NC(=O)C1C(N(CC1)C)=O